COC=1C=C(C=C(C1OC)OC)NC(C=C)=O N-(3,4,5-trimethoxyphenyl)acrylamide